5-(Bromomethyl)-2-propan-2-ylbenzene-1,3-diol BrCC=1C=C(C(=C(C1)O)C(C)C)O